methyl-9-[(4-methylphenyl)methyl]-1,5,9-triazacyclododecan CN1CCCNCCCN(CCC1)CC1=CC=C(C=C1)C